C[N+]1(CCOCC1)[O-] N-Methyl-Morpholin N-Oxid